4-[ethyl-(methyl)amino]benzoyl chloride C(C)N(C1=CC=C(C(=O)Cl)C=C1)C